tert-Butyl-4-((4-benzylphenyl)amino)azepane-1-carboxylate C(C)(C)(C)OC(=O)N1CCC(CCC1)NC1=CC=C(C=C1)CC1=CC=CC=C1